N-[(2,6-difluorophenyl)methyl]-N'-(2-pyridinylmethyl)-N-(5,6,7,8-tetrahydro-8-quinolinyl)-1,4-benzenedimethanamine FC1=C(C(=CC=C1)F)CN(CC1=CC=C(C=C1)CNCC1=NC=CC=C1)C1CCCC=2C=CC=NC12